C[C@@H]1O[C@@H](CN(C1)C1=CC=CC(=N1)C=1N=C(SC1)NC([C@H](COC)NC(=O)C1=CN(C=C1)S(=O)(=O)C)=O)C N-((S)-1-((4-(6-(cis-2,6-dimethylmorpholino)pyridin-2-yl)thiazol-2-yl)amino)-3-methoxy-1-oxopropan-2-yl)-1-(methylsulfonyl)-1H-pyrrole-3-carboxamide